(S)-ethyl 4-(5-guanidino-2-(2,4,6-triisopropylphenylsulfonamido)pentanoyl)piperazine-1-carboxylate N(C(=N)N)CCC[C@@H](C(=O)N1CCN(CC1)C(=O)OCC)NS(=O)(=O)C1=C(C=C(C=C1C(C)C)C(C)C)C(C)C